N-[3-[2-(difluoromethoxy)-5-isopropylsulfanyl-phenyl]-1-[2-[4-[(2S)-2-(hydroxymethyl)morpholin-4-yl]-1-piperidyl]-2-oxo-ethyl]pyrazol-4-yl]pyrazolo[1,5-a]pyrimidine-3-carboxamide FC(OC1=C(C=C(C=C1)SC(C)C)C1=NN(C=C1NC(=O)C=1C=NN2C1N=CC=C2)CC(=O)N2CCC(CC2)N2C[C@H](OCC2)CO)F